OC1=CC=C(C=C1)C=1C(=C(C(=O)C2=CC=CC=C2)C=CC1)C1=CC=C(C=C1)O bis(4-hydroxyphenyl)benzophenone